N-(2-cyclopentyl-5-fluorobenzyl)-N-cyclopropyl-4-aminYl-3-(difluoromethyl)-5-fluoro-1-methyl-1H-pyrazole-4-carboxamide C1(CCCC1)C1=C(CN(C(=O)C2(C(=NN(C2F)C)C(F)F)N)C2CC2)C=C(C=C1)F